C(C)(C)C1=C(NC2=CC=C(C=C12)C1CCN(CC1)C1COC1)C=1C=C(C(N(N1)C)=O)C 6-(3-isopropyl-5-(1-(oxetan-3-yl)piperidin-4-yl)-1H-indol-2-yl)-2,4-dimethylpyridazin-3(2H)-one